COC(=O)[C@@H]1CC2=C(CN1)NC=N2 (S)-4,5,6,7-tetrahydro-3H-imidazo[4,5-c]pyridine-6-carboxylic acid methyl ester